N-(5-(1-methyl-4-(((2S,3S)-3-methylazetidin-2-yl)methoxy)-1H-pyrazol-5-yl)pyrazolo[1,5-a]pyridin-2-yl)cyclopropanecarboxamide CN1N=CC(=C1C1=CC=2N(C=C1)N=C(C2)NC(=O)C2CC2)OC[C@H]2NC[C@@H]2C